6',7'-difluoro-5-nitro-1'H-1,2'-bibenzo[d]imidazole FC=1C=CC2=C(NC(=N2)N2C=NC3=C2C=CC(=C3)[N+](=O)[O-])C1F